2-(6-(2-chloro-6-cyclopropyl-7H-pyrrolo[2,3-D]pyrimidin-7-yl)pyridin-2-yl)propan-2-ol ClC=1N=CC2=C(N1)N(C(=C2)C2CC2)C2=CC=CC(=N2)C(C)(C)O